methyl 2-(2-(2-((1S,2S,5R)-1-hydroxy-2-isopropyl-5-methylcyclohexane-1-carboxamido)ethyl)phenyl)acetate O[C@@]1([C@@H](CC[C@H](C1)C)C(C)C)C(=O)NCCC1=C(C=CC=C1)CC(=O)OC